BrC=1C=C(SC1)C(=O)N[C@H](C(=O)NC=1C(N(C=CC1)CC(=O)NC1C2CC3CC(CC1C3)C2)=O)CCC(C(=O)NC)=O (S)-2-(4-Bromothiophen-2-carboxamido)-N1-(1-(2-(2-adamantylamino)-2-oxoethyl)-2-oxo-1,2-dihydropyridin-3-yl)-N6-methyl-5-oxohexandiamid